ClC=1C=CC(=C(C1)CN)N1N=NN=C1 [5-chloro-2-(1H-1,2,3,4-tetrazol-1-yl)phenyl]-methanamine